COC=1C=C(C=C(C1SCCCCC)OC)CCNCC1=C(C=CC=C1)OC 2-(3,5-dimethoxy-4-(pentylthio)phenyl)-N-(2-methoxybenzyl)ethanamine